4-methoxy-3-[(7-[((R)-1-meth-oxypropan-2-yl)carbamoyl]-5-{[2-(trimethylsilyl)eth-oxy]methyl}-5H-pyrrolo[2,3-b]pyrazin-2-yl)amino]piperidine-1-carboxylate COC1C(CN(CC1)C(=O)[O-])NC=1N=C2C(=NC1)N(C=C2C(N[C@@H](COC)C)=O)COCC[Si](C)(C)C